(S)-hexahydro-2H-isothiazolo[2,3-a]pyrazine 1,1-dioxide hydrochloride salt Cl.S1(CC[C@@H]2N1CCNC2)(=O)=O